CC1=CC=CC(=N1)C1=C(N=CN1)C=1C=C2C=C(C=NC2=CC1)C(=O)O[C@H]1CNCC1 [(3R)-pyrrolidin-3-yl] 6-[5-(6-methyl-2-pyridyl)-1H-imidazol-4-yl]quinoline-3-carboxylate